ClC1=C(C=C2C=C(N=CC2=C1)NC(=O)C1COC(CC1)C(F)(F)F)C1CCN(CC1)[C@@]1(COC[C@@H]1O)C N-(7-chloro-6-(1-((3R,4R)-4-hydroxy-3-methyltetrahydrofuran-3-yl)piperidin-4-yl)isoquinolin-3-yl)-6-(trifluoromethyl)tetrahydro-2H-pyran-3-carboxamide